C1(CC1)C=1C=CC(=NC1F)C(NC(=O)C1N(CC(C1)F)C(CN1N=NN=C1C(F)F)=O)C1=CC=C(C=C1)F N-[(5-cyclopropyl-6-fluoropyridin-2-yl)(4-fluorophenyl)methyl]-1-{2-[5-(difluoromethyl)-1H-1,2,3,4-tetrazol-1-yl]acetyl}-4-fluoropyrrolidine-2-carboxamide